(R)-4-((1-(Hydroxymethyl)cyclobutyl)amino)-2-((S)-2-methyl-4-(5-(thiazol-2-yl)pyrimidin-2-yl)-3,6-dihydropyridin-1(2H)-yl)-6,7-dihydrothieno[3,2-d]pyrimidine 5-oxide OCC1(CCC1)NC=1C2=C(N=C(N1)N1[C@H](CC(=CC1)C1=NC=C(C=N1)C=1SC=CN1)C)CC[S@]2=O